N-(3-(4,4-Difluoropiperidin-1-yl)-5-methylphenyl)-5-((methylsulfonyl)methyl)-3-(6-azaspiro[2.5]octan-6-yl)pyrazine-2-carboxamide FC1(CCN(CC1)C=1C=C(C=C(C1)C)NC(=O)C1=NC=C(N=C1N1CCC2(CC2)CC1)CS(=O)(=O)C)F